C(C1=CC=CC=C1)OCCCC12CCCCN2C(C2=C1SC=C2)=O 9a-(3-(Benzyloxy)propyl)-7,8,9,9a-tetrahydrothieno[2,3-a]indolizin-4(6H)-one